CN1C(=C(C(C=C1C)=O)O)C(NC(=S)C)C=1NC2=C(N1)C=CC(=C2)[N+](=O)[O-] 1,6-dimethyl-2-((5-nitro-2-benzimidazolyl)-thioacetaminomethyl)-3-hydroxy-4-pyridone